FC1=C(C(=C(C(=N1)C(=O)[O-])OCC)F)F.[Zn+2].ClC=1C(=C(\C=N\NC(=O)C=2C(=NC(=NC2)C=2N=NC=CC2)O)C=CC1)O.FC1=C(C(=C(C(=N1)C(=O)[O-])OCC)F)F (E)-N'-(3-chloro-2-hydroxybenzylidene)-4-hydroxy-2-(pyridazin-3-yl)pyrimidine-5-carbohydrazide zinc trifluoro-ethoxy-pyridinecarboxylate